4-[2-chloro-6-methyl-1-(4-methylbenzenesulfonyl)-7-oxopyrrolo[2,3-c]pyridin-4-yl]-1-(3-hydroxycyclobutyl)-5-phenylpyridin-2-one ClC1=CC2=C(C(N(C=C2C2=CC(N(C=C2C2=CC=CC=C2)C2CC(C2)O)=O)C)=O)N1S(=O)(=O)C1=CC=C(C=C1)C